4-(2-hydroxyethyl)-N-(3-(3-((4-methyl-4H-1,2,4-triazol-3-yl)methyl)oxetan-3-yl)phenyl)-6-(trifluoromethyl)picolinamide OCCC1=CC(=NC(=C1)C(F)(F)F)C(=O)NC1=CC(=CC=C1)C1(COC1)CC1=NN=CN1C